5-(2,5-dihydroxy-4-sulfobenzamido)-2-fluoroisonicotinic acid OC1=C(C(=O)NC2=CN=C(C=C2C(=O)O)F)C=C(C(=C1)S(=O)(=O)O)O